2,7-diazaspiro[4.4]nonan-3-one C1NC(CC12CNCC2)=O